C(CCC)C=1C(=C(C(=CC1)OC)C(=O)[O-])O butylhydroxyanisoleAt